The molecule is a dipeptide formed from L-leucine and L-proline residues. It has a role as a metabolite. It derives from a L-leucine and a L-proline. It is a tautomer of a Leu-Pro zwitterion. CC(C)C[C@@H](C(=O)N1CCC[C@H]1C(=O)O)N